Methyl 4-(2-(pyridin-2-ylamino)thiazol-4-yl)benzoat N1=C(C=CC=C1)NC=1SC=C(N1)C1=CC=C(C(=O)OC)C=C1